FC(C1=C2C(=NC(=C1)CN1C3COC(C1)C3)C(NC2)=O)(F)F 4-(trifluoromethyl)-2-(2-aza-5-oxabicyclo[2.2.1]hept-2-ylmethyl)-6,7-dihydro-5H-pyrrolo[4,3-b]pyridin-7-one